benzyl 1-(2,2,2-trifluoroacetyl)hexahydro-1H-pyrrolo[2,3-c]pyridine-6(2H)-carboxylate FC(C(=O)N1CCC2C1CN(CC2)C(=O)OCC2=CC=CC=C2)(F)F